decyloxypropyl-1,3-diaminopropane C(CCCCCCCCC)OCCCC(CCN)N